N-[3-fluoro-4-[[4-methyl-2-oxo-7-(2-pyrimidinyloxy)-2H-1-benzopyran-3-yl]methyl]-2-pyridinyl]-N'-methyl-sulfamide FC=1C(=NC=CC1CC=1C(OC2=C(C1C)C=CC(=C2)OC2=NC=CC=N2)=O)NS(=O)(=O)NC